1-benzyl-2-(6-(4-(benzyloxy)-2-ethylphenyl) 1H-indazol-3-yl)-5-isopropyl-4,5,6,7-tetrahydro-1H-imidazo[4,5-c]pyridine-6-carboxylate C(C1=CC=CC=C1)N1C(=NC=2CN(C(CC21)C(=O)[O-])C(C)C)C2=NNC1=CC(=CC=C21)C2=C(C=C(C=C2)OCC2=CC=CC=C2)CC